tert-butyl (6,7-dihydro-5H-cyclopenta[c]pyridin-1-yl)carbamate C1(=NC=CC2=C1CCC2)NC(OC(C)(C)C)=O